3-(benzyloxy)-4-oxocyclopentane-1-carboxylic acid methyl ester COC(=O)C1CC(C(C1)=O)OCC1=CC=CC=C1